N1=CC(=CC=C1)N1N=C2C=CC(=CC2=C1)C(=O)NCC1=NC=CC=N1 2-(3-pyridyl)-N-(2-pyrimidinylmethyl)-2H-indazole-5-carboxamide